1-(2-amino-6-methoxybenzo[d]thiazole-4-carbonyl)cyclobutylcarboxylic acid methyl ester COC(=O)C1(CCC1)C(=O)C=1C=C(C=C2C1N=C(S2)N)OC